C(C)(=O)OC=1C=C2NC=C(C[C@H](NC(=O)OC(C)(C)C)C(=O)O)C2=CC1 (S)-6-acetoxy-N-t-butoxycarbonyl-tryptophan